FC1(CCN(CCC1)C1=C(C(=O)NC=2C=C(C=CC2)S(=O)(C)=NC(OC(C)(C)C)=O)C(=C(C=N1)C=1C=NN(C1)C)C)F tert-butyl ((3-(2-(4,4-difluoroazepan-1-yl)-4-methyl-5-(1-methyl-1H-pyrazol-4-yl)nicotinamido)phenyl)(methyl)(oxo)-λ6-sulfaneylidene)carbamate